C(C1=CC(C(=O)OCCCCCCCC)=CC=C1)(=O)OCCCCCCCCCC (n-decyl) (n-octyl) isophthalate